CC=CC(=O)OCC[NH+](C)C N-(methyl)acryloyloxyethyl-N,N-dimethyl-ammonium